6-Chloro-1-(4-(5-methyl-3-(trifluoromethyl)-1H-pyrazol-1-yl)benzyl)-1H-pyrazolo[4,3-c]pyridine ClC1=CC2=C(C=N1)C=NN2CC2=CC=C(C=C2)N2N=C(C=C2C)C(F)(F)F